CN1N=CC=C1CN (2-methylpyrazol-3-yl)methanamine